2-chloro-N-(2-thienylmethylcarbamoyl)-acetamide ClCC(=O)NC(NCC=1SC=CC1)=O